(S)-5-(4-((7-Ethyl-6-oxo-5H-1,5-naphthyridin-3-yl)methyl)-2-methylpiperazin-1-yl)-N-(methyl-d3)pyridine-2-carboxamide C(C)C=1C(NC=2C=C(C=NC2C1)CN1C[C@@H](N(CC1)C=1C=CC(=NC1)C(=O)NC([2H])([2H])[2H])C)=O